3-(4-methylazepan-4-yl)-5-(piperidin-1-ylmethyl)-5,6-dihydro-1,4,2-dioxazine CC1(CCNCCC1)C1=NOCC(O1)CN1CCCCC1